2,6-dichloro-4-(3-phenylazetidine-1-carbonyl)benzoic acid ClC1=C(C(=O)O)C(=CC(=C1)C(=O)N1CC(C1)C1=CC=CC=C1)Cl